(2-chloro-5-((1-methyl-1H-pyrazol-4-yl)ethynyl)pyridin-4-yl)-9-methyl-3,9-diazaspiro[5.5]undecane ClC1=NC=C(C(=C1)C1CNCCC12CCN(CC2)C)C#CC=2C=NN(C2)C